6-Amino-5-(1-methyl-1H-imidazol-4-yl)-3,4-dihydroisoquinoline-2(1H)-carboxylate NC=1C(=C2CCN(CC2=CC1)C(=O)[O-])C=1N=CN(C1)C